ClC(OC1=CC=C(C=C1)NC(=O)C=1C=C(C2=C(N=C3COC[C@H](N32)C)C1)C=1C=C3C(=NC1)CN(C3=O)C3CC3)(F)F (R)-N-(4-(chlorodifluoromethoxy)phenyl)-6-(6-cyclopropyl-5-oxo-6,7-dihydro-5H-pyrrolo[3,4-b]pyridin-3-yl)-4-methyl-3,4-dihydro-1H-benzo[4,5]imidazo[2,1-c][1,4]oxazine-8-carboxamide